tert-Butyl benzyl(3-bromopropyl)carbamate C(C1=CC=CC=C1)N(C(OC(C)(C)C)=O)CCCBr